FC=1C=C(C=C2C(=CC=NC12)C(C)(C)O)C1=CC(=NC=C1F)NC1=NC=C(C=C1)N1CCNCC1 2-(8-fluoro-6-(5-fluoro-2-((5-(piperazin-1-yl)pyridin-2-yl)amino)pyridin-4-yl)quinolin-4-yl)propan-2-ol